3-(6-(cis-1-hydroxy-3-(trifluoromethyl)cyclobutyl)thieno[2,3-d]pyrimidin-2-yl)-5,6-dihydro-7H-pyrrolo[3,4-b]pyridin-7-one OC1(CC(C1)C(F)(F)F)C1=CC2=C(N=C(N=C2)C=2C=C3C(=NC2)C(NC3)=O)S1